2-(4-(ethoxycarbonyl)-5-(trifluoromethyl)-1H-pyrazol-1-yl)-5-fluoro-3-methylpyridine 1-oxide C(C)OC(=O)C=1C=NN(C1C(F)(F)F)C1=[N+](C=C(C=C1C)F)[O-]